4-fluoro-1-isopropyl-2-methyl-6-(6-(1-methyl-1H-pyrazol-4-yl)-1H-pyrrolo[2,3-b]pyridin-3-yl)-1H-benzo[d]imidazole FC1=CC(=CC=2N(C(=NC21)C)C(C)C)C2=CNC1=NC(=CC=C12)C=1C=NN(C1)C